CC1=C(CC=2C=C(C(=O)O)C=C(N2)C(NC)=O)C=CC=C1 2-(2-methylbenzyl)-6-(methylcarbamoyl)isonicotinic acid